[Si].[Zr].[Zn].[Cu] copper zinc zirconium silicon